tetrahydro-2,4-dimethyl-4-phenylfuran CC1OCC(C1)(C1=CC=CC=C1)C